(3R)-3-(7-chloro-2-(2-methylisonicotinamido)-6-((2-oxopyrrolidin-3-yl)oxy)-1H-benzo[d]Imidazol-1-yl)azepane-1-carboxylic acid tert-butyl ester C(C)(C)(C)OC(=O)N1C[C@@H](CCCC1)N1C(=NC2=C1C(=C(C=C2)OC2C(NCC2)=O)Cl)NC(C2=CC(=NC=C2)C)=O